C1(=CC=CC=C1)S(=O)(=O)O.FC1(CNCCC12COC1=C3CN(C(C3=CC=C12)=O)[C@@H]1C(NC(CC1)=O)=O)F (3S)-3-(3',3'-difluoro-6-oxo-6,8-dihydro-2H,7H-spiro[furo[2,3-e]isoindole-3,4'-piperidin]-7-yl)piperidine-2,6-dione benzenesulfonate